C(C)(=O)OC(C)CC 2-Butyl acetate